OCC=1C=C(C=CC1C)[C@H](C(C(=O)OC)(C)C)OCC=1N=NN(C1)CCOC methyl (R)-3-(3-(hydroxymethyl)-4-methylphenyl)-3-((1-(2-methoxyethyl)-1H-1,2,3-triazol-4-yl)methoxy)-2,2-dimethylpropanoate